1-methyl-2-oxo-1,2-dihydropyridine-4-sulfonyl chloride CN1C(C=C(C=C1)S(=O)(=O)Cl)=O